5-((7-fluoro-2,3-dihydrobenzo[b][1,4]dioxin-5-yl)amino)-N'-((1s,3s)-3-fluorocyclobutyl)-7-(methylamino)pyrazolo[1,5-a]pyrimidine-3-carbohydrazide FC=1C=C(C2=C(OCCO2)C1)NC1=NC=2N(C(=C1)NC)N=CC2C(=O)NNC2CC(C2)F